C(#C)C1=C(C(=CC=C1)C1NCCC1)NC1=C(C=2N=C(N=CC2C(=N1)N1[C@H](CC1)C)OC[C@]12CCCN2C[C@@H](C1)F)F N-(2-ethynyl-6-(pyrrolidin-2-yl)phenyl)-8-fluoro-2-(((2R,7aS)-2-fluorotetrahydro-1H-pyrrolizin-7a(5H)-yl)methoxy)-5-((S)-2-methylazetidin-1-yl)pyrido[4,3-d]pyrimidin-7-amine